OCCN1CCN(CC1)C1=CC=C(C=C1)NC1=NC2=CC=CC=C2C=N1 2-((4-(4-(2-hydroxyethyl)piperazin-1-yl)phenyl)amino)quinazolin